5-(benzyloxy)-2-methyl-N-(1-(pyrimidin-2-yl)piperidin-4-yl)benzofuran-3-carboxamide C(C1=CC=CC=C1)OC=1C=CC2=C(C(=C(O2)C)C(=O)NC2CCN(CC2)C2=NC=CC=N2)C1